N-[(2-aminoquinolin-7-yl)methyl]-N-(4-fluoro-2-methanesulfonylphenyl)-6-methylpyridazine-3-carboxamide NC1=NC2=CC(=CC=C2C=C1)CN(C(=O)C=1N=NC(=CC1)C)C1=C(C=C(C=C1)F)S(=O)(=O)C